2-cyano-3-(2-(4-benzoylbenzamido)ethylamino)phenalene C(#N)C=1CC=2C=CC=C3C=CC=C(C1NCCNC(C1=CC=C(C=C1)C(C1=CC=CC=C1)=O)=O)C23